5-[(3,4-dichlorophenyl)methylamino]-1-[1-(2-piperidylmethyl)-4-piperidyl]-6H-pyrazolo[4,3-d]pyrimidin-7-one ClC=1C=C(C=CC1Cl)CNC=1NC(C2=C(N1)C=NN2C2CCN(CC2)CC2NCCCC2)=O